1-(6-amino-7-ethyl-3,4-dihydroisoquinolin-2(1H)-yl)-2,2,2-trifluoroethan-1-one NC=1C=C2CCN(CC2=CC1CC)C(C(F)(F)F)=O